CC(CCC(=O)O)=C(CCC)C 4,5-dimethyl-4-octenoic acid